P([O-])([O-])[O-].[Al+3].[Na+] Natrium-Aluminium Phosphit